ClC=1C=C(C=C(C1OC=1C=C2C(=CC(=NC2=CC1)C=1OC=CC1)C)Cl)N1N=C(C(NC1=O)=O)C#N 2-(3,5-Dichloro-4-((2-(furan-2-yl)-4-methylquinolin-6-yl)oxy)phenyl)-3,5-dioxo-2,3,4,5-tetrahydro-1,2,4-triazine-6-carbonitrile